N-[2-oxo-2-[3-oxo-5-phenylpiperazin-1-yl]ethyl]-3-[4-(trifluoromethyl)phenyl]prop-2-enamide O=C(CNC(C=CC1=CC=C(C=C1)C(F)(F)F)=O)N1CC(NC(C1)C1=CC=CC=C1)=O